gadolinium 2-{7-[1-carboxy-2-{4-[2-(2-ethoxyethoxy)ethoxy]phenyl}ethyl]-4,10-bis(carboxylatomethyl)-1,4,7,10-tetraazacyclododecan-1-yl}-3-hydroxypropanoate C(=O)(O)C(CC1=CC=C(C=C1)OCCOCCOCC)N1CCN(CCN(CCN(CC1)CC(=O)[O-])C(C(=O)[O-])CO)CC(=O)[O-].[Gd+3]